COC1=CC=C(C=C1)C1(CC1)C=1C(=C(C(=O)N)C=CC1)C (1-(4-methoxyphenyl)cyclopropyl)-2-methylbenzamide